ClC1=CC=C(C[C@H]2CC[C@@]([C@@]2(O)CN2N=CN=C2)(C)CCl)C=C1 (1R,2R,5R)-5-(4-chlorobenzyl)-2-chloromethyl-2-methyl-1-(1H-1,2,4-triazol-1-ylmethyl)cyclopentanol